CC(=O)C1=CC(=C(C=C1[N+](=O)[O-])OC)OC 4,5-dimethoxy-2-nitroacetophenone